N-(dispiro[cyclopropane-1,1'-cyclohexane-4',3''-indoline]-5''-yl)-2-hydroxyethane-1-sulfonamide N1CC2(C3=CC(=CC=C13)NS(=O)(=O)CCO)CCC1(CC2)CC1